antimony selenium bromide [Se](Br)Br.[Sb]